[Cl-].[Cl-].[Ti+2].CCC(C(C)(C)C)(C)NC1C=CC=C1 tetramethyl-cyclopentadienyl-tert-butylamine titanium dichloride